di-hydroxyisoleucine ON([C@@H]([C@@H](C)CC)C(=O)O)O